OCCC1N(CCCC1)C(=O)OCC(C)C i-butyl hydroxyethylpiperidinecarboxylate